[Si](C)(C)(C(C)(C)C)OC1CCC1 (1s,3s)-3-((tert-butyldimethylsilyl)oxy)cyclobutane